(S)-3-methyl-4-(pyridazin-3-ylmethyl)piperazine-1-carboxylic acid tert-butyl ester C(C)(C)(C)OC(=O)N1C[C@@H](N(CC1)CC=1N=NC=CC1)C